2-fluoro-2-benzenesulfonic acid FC1(CC=CC=C1)S(=O)(=O)O